C(C)(C)(C)OC(=O)N1C(OC[C@H]1C[B-](F)(F)F)(C)C.[K+] Potassium (R)-((3-(tert-butoxycarbonyl)-2,2-dimethyloxazolidin-4-yl)methyl)trifluoroborate